rac-2'-chloro-N-(5-((1R,2R)-2-hydroxycyclobutoxy)-1,3,4-thiadiazol-2-yl)-5'-methoxy-6-methyl-(4,4'-bipyridine)-3-carboxamide ClC1=NC=C(C(=C1)C1=C(C=NC(=C1)C)C(=O)NC=1SC(=NN1)O[C@H]1[C@@H](CC1)O)OC |r|